FC1=CC=CC2=C1N1C(C=3N([C@H](CC2)C1)C=C(C(C3O)=O)C(=O)NCC3=C(C=C(C=C3F)F)F)=O (12R)-4-fluoro-7-hydroxy-6,8-dioxo-N-(2,4,6-trifluorobenzyl)-6,8,13,14-tetrahydro-12H-5,12-methanobenzo[e]pyrido[1,2-a][1,4]diazonine-9-carboxamide